C(CCC(=O)[O-])(=O)OCCOC(C(=C)C)=O.[Zn+2].C(C(=C)C)(=O)OCCOC(CCC(=O)[O-])=O zinc methacryloyloxyethyl succinate